C(#N)C1=CC(=C(COC2=CC=CC(=N2)C2=CC(=C(CC3=NC4=C(N3C[C@H]3OCCC3)C=CC=C4)C=C2F)F)C=C1)F (S)-2-(4-(6-((4-Cyano-2-fluorobenzyl)oxy)pyridin-2-yl)-2,5-difluorobenzyl)-1-((tetrahydrofuran-2-yl)methyl)-1H-benzo[d]imidazol